4-((R)-2-methylpiperazin-1-yl)quinoline-3-carbonitrile hydrochloride Cl.C[C@H]1N(CCNC1)C1=C(C=NC2=CC=CC=C12)C#N